9,9'-spirobi[fluorene]-3-ylboronic acid C1=CC(=CC=2C3=CC=CC=C3C3(C12)C1=CC=CC=C1C=1C=CC=CC13)B(O)O